O(C1=CC=CC=C1)C1=CC=C(C=C1)C1=NN2C(NCC[C@@H]2C2CCNCC2)=C1C(=O)N |r| racemic-2-(4-phenoxyphenyl)-7-(piperidin-4-yl)-4,5,6,7-tetrahydro-pyrazolo[1,5-a]pyrimidine-3-carboxamide